O[C@@H]1COCC[C@H]1N1C=NC2=C1N=NC(=C2)C2=C(C=C1C(C=CO1)=C2O)C 5-[7-[(3S,4R)-3-hydroxytetrahydropyran-4-yl]imidazo[4,5-c]pyridazin-3-yl]-6-methyl-benzofuran-4-ol